5-(6-(1-((1S,2S,3S,5R)-2-fluoro-1-methyl-9-azabicyclo[3.3.1]nonan-3-yl)vinyl)pyridazin-3-yl)-2-(1H-imidazol-1-yl)pyridin-4-ol F[C@@H]1[C@@]2(CCC[C@H](C[C@H]1C(=C)C1=CC=C(N=N1)C=1C(=CC(=NC1)N1C=NC=C1)O)N2)C